C(C)OC(CCCCCCCCCCCCC\C=C/C=C)OCC (3Z)-18,18-diethoxy-1,3-octadecadiene